C(C)(C)(C)OC(=O)N1CC2(CC1)CCN(CC2)C2=CC=C(C=C2)C=2C(=NC(=CC2)OCC2=CC=CC=C2)OCC2=CC=CC=C2.C(#N)/C(/C(=O)NC2=CC=C(C=C2)S(=O)C2=CC=CC=C2)=C(\C=2C=NOC2C)/O (Z)-2-cyano-3-hydroxy-3-(5-methylisoxazol-4-yl)-N-(4-(phenylsulfinyl)phenyl)acrylamide tert-butyl-8-(4-(2,6-bis(benzyloxy)pyridin-3-yl)phenyl)-2,8-diazaspiro[4.5]decane-2-carboxylate